C1=CC=CC=2C3=CC=CC=C3C(C12)N([C@@H](C(=O)O)CC=C)C(=O)OC (2R)-2-(9H-fluoren-9-yl-methoxycarbonyl-amino)pent-4-enoic acid